2,4-diamino-6-ethoxypyrimidine NC1=NC(=CC(=N1)N)OCC